[Mn].[Si].[Cr] chromium silicon-manganese